C(C)SN1C(N(C=NC1=O)CC1=C(C=C(C(=C1)F)F)F)=O (ethylsulfanyl)-1-(2,4,5-trifluorobenzyl)-1,3,5-triazine-2,4(1H,3H)-dione